OCCS(=O)(=O)O 2-hydroxyethane-sulfonic acid